N(C(=N)N)CC1=CC=C(C=C1)NC(=O)C12CCC(CC1)(CC2)C(=O)NC2=CC=C(C=C2)CCNC(=N)N bicyclo[2.2.2]octane-1,4-dicarboxylic acid [4-(2-guanidino-ethyl)-phenyl]-amide (4-guanidinomethyl-phenyl)-amide